NC1(CCCCC1)CC1(CCCCC1)N amino[(aminocyclohexyl)methyl]cyclohexane